disodium N-octadecyl succinamate C(CCC(=O)NCCCCCCCCCCCCCCCCCC)(=O)[O-].[Na+].[Na+].C(CCCCCCCCCCCCCCCCC)NC(CCC(=O)[O-])=O